ClC1=C(C=CC(=C1)C1=NNC2=NC=C(C=C21)C=2C=C1CCN(CC1=CC2)C2CCCC2)C(C)(C)O 2-(2-Chloro-4-(5-(2-cyclopentyl-1,2,3,4-tetrahydroisoquinolin-6-yl)-1H-pyrazolo[3,4-b]pyridin-3-yl)phenyl)propan-2-ol